(E)-1-(10-((3-chloro-4-(pyridin-2-ylmethoxy)phenyl)amino)-2,3-dihydro-4H-[1,4]oxazino[2,3-f]quinazolin-4-yl)-4-(dimethylamino)but-2-en-1-one ClC=1C=C(C=CC1OCC1=NC=CC=C1)NC1=NC=NC2=CC=C3C(=C12)OCCN3C(\C=C\CN(C)C)=O